[N+](=O)([O-])C1=C(CO[Si](C2=CC=CC=C2)(OCC2=C(C=CC=C2)[N+](=O)[O-])OCC2=C(C=CC=C2)[N+](=O)[O-])C=CC=C1 Tris(2-nitrobenzyloxy)phenylsilane